CN(C1CC=2N(C3=C(C1)C=CC=C3)C(=NN2)[C@@H]2CC[C@H](CC2)OC2=NC=CC=C2)C N,N-dimethyl-1-[trans-4-(pyridin-2-yloxy)cyclohexyl]-5,6-dihydro-4H-[1,2,4]triazolo[4,3-a][1]benzazepin-5-amine